N-[(furan-2-yl)methyl]-2-{8-thia-4,6-diazatricyclo[7.4.0.02,7]trideca-1(9),2(7),3,5-tetraen-3-ylsulfanyl}acetamide O1C(=CC=C1)CNC(CSC=1C=2C=3CCCCC3SC2N=CN1)=O